C(=O)(O)C1CCC(CC1)CN1C(C2(C(C1C(=O)NC1=C(C(=O)O)C=CC=C1OC)C1=C(C=CC=C1)Cl)CNC1=CC=C(C=C12)Cl)CC(C)(C)C ((((1r,4S)-4-carboxycyclohexyl)methyl)-5-chloro-4'-(2-chlorophenyl)-2'-neopentyl-spiro[indoline-3,3'-pyrrolidine]-5'-carboxamido)-3-methoxybenzoic acid